FC1(CN(CC1)C1=CC=C(C=C1)S(=O)(=O)NCC1=CC=NC=C1)F 4-(3,3-difluoropyrrolidin-1-yl)-N-(pyridin-4-ylmethyl)-benzenesulfonamide